ethyl 2-(4-fluoro-3-nitrophenoxy)acetate FC1=C(C=C(OCC(=O)OCC)C=C1)[N+](=O)[O-]